(3-bromo-4-fluoro-phenyl)-7-oxo-5,6-dihydro-4H-indazole-3-carboxamide BrC=1C=C(C=CC1F)C1C=2C(=NNC2C(CC1)=O)C(=O)N